C(C)(C)(C)OC(=O)N[C@@H](CC(=O)O)CO[Si](C)(C)C(C)(C)C (3S)-3-(tert-butoxycarbonylamino)-4-[tert-butyl(dimethyl)silyl]oxy-butanoic acid